FC1CNCCC1NC=1C=2C=C(N(C2C=CC1)CC(F)(F)F)C#CCNC1=C(C=C(C=C1)S(=O)(=O)C)OC N-(3-fluoropiperidin-4-yl)-2-(3-((2-methoxy-4-(methylsulfonyl)phenyl)amino)prop-1-yn-1-yl)-1-(2,2,2-trifluoroethyl)-1H-indol-4-amine